3,5-dichlorobenzyl (e)-4-(2-(4-((2,4-dioxothiazolidin-5-ylidene)methyl)phenoxy)ethyl)piperidine-1-carboxylate O=C1S\C(\C(N1)=O)=C\C1=CC=C(OCCC2CCN(CC2)C(=O)OCC2=CC(=CC(=C2)Cl)Cl)C=C1